N2-(3-(methylsulfonamido)phenyl)-N4-(4-(morpholinomethyl)benzyl)thiophene-2,4-dicarboxamide CS(=O)(=O)NC=1C=C(C=CC1)NC(=O)C=1SC=C(C1)C(=O)NCC1=CC=C(C=C1)CN1CCOCC1